O=C1NC(CCC1N1C(C2=CC=CC(=C2C1=O)NCCCS(=O)(=O)CCCCNC(OC(C)(C)C)=O)=O)=O tert-butyl (4-((3-((2-(2,6-dioxopiperidin-3-yl)-1,3-dioxoisoindolin-4-yl)amino)propyl)sulfonyl)butyl)carbamate